2-(difluoromethyl)-5-(3-fluoro-4-((4-(2-fluoropyridin-4-yl)-1H-1,2,3-triazol-1-yl)methyl)phenyl)-1,3,4-oxadiazole FC(C=1OC(=NN1)C1=CC(=C(C=C1)CN1N=NC(=C1)C1=CC(=NC=C1)F)F)F